N,N-bis(4-octylphenyl)acrylamide n-nonanoate C(CCCCCCCC)(=O)O.C(CCCCCCC)C1=CC=C(C=C1)N(C(C=C)=O)C1=CC=C(C=C1)CCCCCCCC